BrC=1CCC2CC(=C3C2(C1)CC3)N 7-bromo-2,4,5,6-tetrahydro-1H-cyclobuta[i]inden-3-amine